6-bromo-4-chloro-3-methylcinnoline BrC=1C=C2C(=C(N=NC2=CC1)C)Cl